C(C)(C)C1=C(C(=CC=C1)C(C)C)N(C(C)(/C(/C)=N/CCCCCCCC)C)[Hf](C)(C)C (E)-((2,6-diisopropylphenyl)(2-methyl-3-(octylimino)but-2-yl)amino)trimethylhafnium